C(C1=CC=CC=C1)[C@H]1N(CCN(C1)S(=O)(=O)C)C1=CC2=C(N(N=C2C=C1)C1=NC(=CC(=C1)O)C(F)(F)F)C (R)-2-(5-(2-Benzyl-4-(methylsulfonyl)piperazin-1-yl)-3-methyl-2H-indazol-2-yl)-6-(trifluoromethyl)pyridin-4-ol